FC1(CCC2=C1N=C(N=C2C2=NOC(=N2)[C@H]2CNCC2)N2[C@H](CC2)C)F 3-(7,7-difluoro-2-((S)-2-methylazetidin-1-yl)-6,7-dihydro-5H-Cyclopenta[d]pyrimidin-4-yl)-5-((R)-pyrrolidin-3-yl)-1,2,4-oxadiazole